C[C@H]1CNC[C@H](C1O)C (3S,4R,5R)-3,5-dimethylpiperidin-4-ol